CN1N=C(C2=CC=C(C=C12)OC1=CC(=NC=C1)C1=CC(=C(C(=O)NC2CN(C2)C(=O)OC(C)(C)C)C=C1)CC)C Tert-butyl 3-(4-(4-((1,3-dimethyl-1H-indazol-6-yl)oxy)pyridin-2-yl)-2-ethylbenzamido)azetidine-1-carboxylate